5,6-Dihydropyrazino[2,3-c]isoquinoline N1=CC=NC=2NCC=3C=CC=CC3C21